BrC=1C=C(C=CC1)C1CS(C1)(=O)=O 3-(3-bromophenyl)thietane 1,1-dioxide